BrC1=CC=2N=CN=C(C2N=C1)OC1=CC=C(C=C1)NC(=O)C1(CC1)C(=O)NC1=CC=C(C=C1)F 1-N-[4-(7-bromopyrido[3,2-d]pyrimidin-4-yl)oxyphenyl]-1-N'-(4-fluorophenyl)cyclopropane-1,1-dicarboxamide